(S)-(1-hydroxycyclopropyl)(6-(3-methyl-1H-pyrrolo[2,3-B]pyridin-5-yl)-8-(pyrrolidin-2-yl)-3,4-dihydroisoquinolin-2(1H)-yl)methanone OC1(CC1)C(=O)N1CC2=C(C=C(C=C2CC1)C=1C=C2C(=NC1)NC=C2C)[C@H]2NCCC2